1-methyl-4-(1-methyl-3-{2-[4-(3-methylquinolin-2-yl)phenyl]ethyl}-1H-pyrazol-4-yl)pyridin-2(1H)-one CN1C(C=C(C=C1)C=1C(=NN(C1)C)CCC1=CC=C(C=C1)C1=NC2=CC=CC=C2C=C1C)=O